C(#N)[C@@H](CO)NC(=O)C=1C(N(N=C(C1)C=1C=NC(=CC1)C(F)F)C1=CC(=CC=C1)F)=O N-[(1S)-1-Cyano-2-hydroxyethyl]-6-[6-(difluoromethyl)pyridin-3-yl]-2-(3-fluorophenyl)-3-oxo-2,3-dihydropyridazine-4-carboxamide